Methyl 6,7-difluoro-2-(4'-fluoro-2'-(4-methyl-4H-1,2,4-triazol-3-yl)-[1,1'-biphenyl]-3-yl)benzo[d]oxazole-5-carboxylate FC1=C(C2=C(N=C(O2)C=2C=C(C=CC2)C2=C(C=C(C=C2)F)C2=NN=CN2C)C=C1C(=O)OC)F